2-(3-(7H-pyrrolo[2,3-d]pyrimidin-5-yl)benzylamino)-N-(3,4-difluorobenzyl)nicotinamide N1=CN=CC2=C1NC=C2C=2C=C(CNC1=C(C(=O)NCC3=CC(=C(C=C3)F)F)C=CC=N1)C=CC2